C1(CCCC1)C=1SC(=C(N1)C1=CC=CC=C1)OC1=CC(=NC=C1)NC1=NC=C(C(=O)NC)C=C1 6-((4-((2-Cyclopentyl-4-phenylthiazol-5-yl)oxy)pyridin-2-yl)amino)-N-methylnicotinamide